C(=O)(OC(CCCCCC)C)OOC(=O)OC(CCCCCC)C bis(1-methylheptyl) peroxydicarbonate